C(C)(C)(C)OC(=O)N1[C@@H](C[C@@H](C1)NC(=O)OC(C)(C)C)C(=O)O (2S,4S)-1-tert-butoxycarbonyl-4-(tert-butoxycarbonylamino)pyrrolidine-2-carboxylic acid